ClC=1C(=NN(C1C1=NC2=CC(=C(C=C2C(=C1)C(C)C)N1N=C(N(C1=O)CC)CO)F)C)OC 2-(2-(4-chloro-3-methoxy-1-methyl-1H-pyrazol-5-yl)-7-fluoro-4-isopropylquinoline-6-yl)-4-ethyl-5-(hydroxymethyl)-2,4-dihydro-3H-1,2,4-triazol-3-one